2,2-dimethyl-5-methoxy-4-oxo-7-p-toluenesulfonyloxy-2,3-dihydrobenzopyran CC1(OC2=C(C(C1)=O)C(=CC(=C2)OS(=O)(=O)C2=CC=C(C)C=C2)OC)C